BrC=1C(=C(C(=CC1)NCC1=CC=C(C=C1)OC)N)F 4-bromo-3-fluoro-N1-(4-methoxybenzyl)benzene-1,2-diamine